(S)-1-cyclopropyl-4-fluoro-N'-(((R)-3-methyl-1,2,3,5,6,7-hexahydrodicyclopenta[b,e]pyridin-8-yl)carbamoyl)-1H-pyrazole-3-sulfonimidamide C1(CC1)N1N=C(C(=C1)F)[S@](=O)(N)=NC(NC1=C2C(=NC3=C1CCC3)[C@@H](CC2)C)=O